7-((1H-imidazol-1-yl)methyl)-5-(1-methyl-3-(trifluoromethyl)-1H-pyrazol-4-yl)-1-oxo-3,4-dihydroisoquinolin-2(1H)-yl-6-methoxyquinoline-2-carboxylate N1(C=NC=C1)CC1=CC(=C2CCN(C(C2=C1)=O)C=1C(=NC2=CC=C(C=C2C1)OC)C(=O)[O-])C=1C(=NN(C1)C)C(F)(F)F